COC([C@@H](N)CC1=CC(=C(C(=C1)I)N)I)=O 4-amino-3,5-diiodo-L-phenylalanine methyl ester